(4-methoxybenzyl)glycine COC1=CC=C(CNCC(=O)O)C=C1